3-(3-Hydroxy-5-(3-hydroxyphenyl)pyridinecarboxamido)-2,2-dimethylpropionic acid OC=1C(=NC=C(C1)C1=CC(=CC=C1)O)C(=O)NCC(C(=O)O)(C)C